3-(5-(4-(isoquinolin-6-yl)-1H-1,2,3-triazol-1-yl)-1-oxoisoindolin-2-yl)piperidine-2,6-dione C1=NC=CC2=CC(=CC=C12)C=1N=NN(C1)C=1C=C2CN(C(C2=CC1)=O)C1C(NC(CC1)=O)=O